1-(6-((3-cyanobenzyl)oxy)-4-(piperidine-1-carbonyl)quinoline-2-carbonyl)-4-phenyl-piperidine-4-carbonitrile C(#N)C=1C=C(COC=2C=C3C(=CC(=NC3=CC2)C(=O)N2CCC(CC2)(C#N)C2=CC=CC=C2)C(=O)N2CCCCC2)C=CC1